methyl-9-butylcarbazolylhydrazino dithioformate C(=S)SNN(C1=CC=CC=2C3=CC=CC=C3N(C12)CCCC)C